3-(1H-indazol-5-yl)-N-(4-(6-oxo-6-(piperidin-1-yl)hexyl)-1-phenyl-1H-imidazol-2-yl)benzamide N1N=CC2=CC(=CC=C12)C=1C=C(C(=O)NC=2N(C=C(N2)CCCCCC(N2CCCCC2)=O)C2=CC=CC=C2)C=CC1